3,5-dibromo-6-(naphthalen-1-yl)pyridine BrC=1C=NC(=C(C1)Br)C1=CC=CC2=CC=CC=C12